(E)-3-(4-((4-carbamoyl-2-methoxy-6-nitrophenyl)amino)but-2-en-1-yl)-2-(1-ethyl-3-methyl-1H-pyrazole-5-carboxamido)-3H-imidazo[4,5-b]pyridine-6-carboxamide C(N)(=O)C1=CC(=C(C(=C1)[N+](=O)[O-])NC/C=C/CN1C(=NC=2C1=NC=C(C2)C(=O)N)NC(=O)C2=CC(=NN2CC)C)OC